CC1(C=C(C(N(C1C)C1=CC(=CC=C1)C(F)(F)F)=O)C(=O)NCCC=1SC=CC1)C(=O)NC 5,N5,6-trimethyl-2-oxo-N3-[2-(2-thienyl)ethyl]-1-[3-(trifluoromethyl)phenyl]-1,2-dihydropyridine-3,5-dicarboxamide